C(C)OP(=O)(C#C)OCC 1-[ethoxy(ethynyl)phosphoryl]oxyethane